Cl.COC1=CC2=C(NC(=N2)C)C=C1 5-methoxy-2-methyl-1H-benzo[d]imidazole hydrochloride